C1(=CC=CC=2SC3=CC=CC=C3NC12)[Zn](C1=CC=CC=2SC3=CC=CC=C3NC12)C1=CC=CC=2SC3=CC=CC=C3NC12 triphenothiazinyl-zinc